FC1=C(C=CC=C1F)C(C(=O)O)O (-)-2-(2,3-difluorophenyl)-2-hydroxyacetic acid